ClC=1C=C(C=C(C1)Cl)N1C(C(C1)(C(=O)O)C)=O 1-(3,5-dichlorophenyl)-3-methyl-2-oxo-azetidine-3-carboxylic acid